3,7-Dimethyl-1-(5-oxohexyl)-3,7-dihydro-1H-purine-2,6-dione CN1C(N(C(C=2N(C=NC12)C)=O)CCCCC(C)=O)=O